(1H-indazol-6-yl)methan-amine N1N=CC2=CC=C(C=C12)CN